2-(2-(3-isopropylcyclohex-1-en-1-yl)ethyl)-1,3-dioxolane-13C C(C)(C)C1C=C(CCC1)CC[13CH]1OCCO1